BrC1=NC=CC=C1CN1C=2N(C3=CC=C(C=C3C1=O)S(=O)(=O)NC1(CC1)C)[C@@H](CN2)C (1R)-4-[(2-bromopyridin-3-yl)methyl]-1-methyl-N-(1-methylcyclopropyl)-5-oxo-1H,2H-imidazo[1,2-a]quinazoline-7-sulfonamide